4-(3-amino-5-(tert-butyl)phenoxy)-2-(2,6-dioxopiperidin-3-yl)isoindoline-1,3-dione NC=1C=C(OC2=C3C(N(C(C3=CC=C2)=O)C2C(NC(CC2)=O)=O)=O)C=C(C1)C(C)(C)C